[Cl-].[Cl-].C[SiH](C)[Ti+2](C1C=CC=C1)CCNC(C)(C)C dimethylsilyl-tertiary butylaminoethyl-cyclopentadienyl-titanium dichloride